FC(C1=C2C=NC(C2=CC=C1)=O)(F)F 4-(trifluoromethyl)isoindol-1-one